BrC=1C=CC2=C(CNS2(=O)=O)C1OC 5-bromo-4-methoxy-2,3-dihydrobenzo[d]isothiazole 1,1-dioxide